ClC=1C(=NC=C(C1)C(F)(F)F)N1C(SC2=C1C=C(C=C2)O)=O 3-(3-chloro-5-(trifluoromethyl)pyridin-2-yl)-5-hydroxybenzothiazol-2(3H)-one